C(N)(=N)C=1C=CC(=NC1)CNC(=O)[C@H]1N([C@H]2C[C@]2(C1)C)C(CNC(C1=CC=C(C=C1)OC1=CC=CC=C1)=O)=O (1S,3S,5S)-N-((5-carbamimidoylpyridin-2-yl)methyl)-5-methyl-2-((4-phenoxybenzoyl)-glycyl)-2-azabicyclo[3.1.0]hexane-3-carboxamide